5-butyramido-2-((5-nitrothiazol-2-yl)carbamoyl)phenylbutyrate C(CCC)(=O)NC=1C=CC(=C(C1)OC(CCC)=O)C(NC=1SC(=CN1)[N+](=O)[O-])=O